4-chloro-6-(1,5-dimethyl-1H-pyrazol-4-yl)pyridin-2-amine ClC1=CC(=NC(=C1)C=1C=NN(C1C)C)N